O=C1NC(CCC1N1C(C2=CC=CC(=C2C1=O)NCCO[C@H]1C[C@H](C1)C(=O)O)=O)=O 3-(2-((2-(2,6-dioxopiperidin-3-yl)-1,3-dioxoisoindolin-4-yl)amino)ethoxy)-cis-cyclobutane-1-carboxylic acid